2-(2'-hydroxy-4'-aminophenyl)benzimidazole OC1=C(C=CC(=C1)N)C=1NC2=C(N1)C=CC=C2